N1=CC=C(C=C1)C1=NNC=C1 (pyridin-4-yl)pyrazol